2-[3-[2-[[(R)-phenyl-[(3R)-1,2,3,4-tetrahydropyrido[2,3-b]pyrazin-3-yl]methyl]amino]ethyl]phenyl]butanoic acid C1(=CC=CC=C1)[C@H]([C@H]1CNC2=C(N1)N=CC=C2)NCCC=2C=C(C=CC2)C(C(=O)O)CC